1-allyloxy-4-butoxybenzene C(C=C)OC1=CC=C(C=C1)OCCCC